2-ethoxy-2-methyl-N-(Triethoxysilylpropyl)-1-aza-2-silacyclopentane C(C)O[Si]1(N(CCC1)CCC[Si](OCC)(OCC)OCC)C